NC1=NNC(=N1)S 3-amino-5-sulfhydryl-1,2,4-triazole